COC=1C=2N(C=C(C1)C=1N=NN(C1C)C1CCN(CC1)C(=O)OC(C)(C)C)N=CC2 tert-Butyl 4-[4-(4-methoxypyrazolo[1,5-a]pyridine-6-yl)-5-methyl-triazol-1-yl]piperidine-1-carboxylate